NC=1C=2N(C(=CN1)C)C(=NC2C2=C(C=C(C=C2)NC(C(C2=CC(=CC=C2)C(F)(F)F)O)=O)F)C N-(4-(8-amino-3,5-dimethylimidazo[1,5-a]pyrazin-1-yl)-3-fluorophenyl)-2-hydroxy-2-(3-(trifluoromethyl)phenyl)acetamide